4-[1-(2,3-xylyl)ethyl]-1H-imidazole C1(=C(C(=CC=C1)C)C)C(C)C=1N=CNC1